OC=1C(C=CC=C(C1)C1=NC=CC=N1)=O 2-hydroxy-4-(pyrimidin-2-yl)cyclohepta-2,4,6-trien-1-one